COCCOC1=CC=C(C=C1)N1CCN(CC1)CCNC([2H])([2H])[2H] 2-{4-[4-(2-methoxyethoxy)phenyl]piperazin-1-yl}-N-(2H3)methylethanamine